C(C)N(CCC1=CNC2=CC=CC(=C12)OC(CCC)=O)C butyric acid 3-(2-(ethyl (methyl) amino) ethyl)-1H-indol-4-yl ester